2-bromo-N-methylAcryloyl-benzamide BrC1=C(C(=O)NC(C=CC)=O)C=CC=C1